tribromophenol bromide [Br-].BrC1=C(C(=C(C=C1)O)Br)Br